N,N'-diphenyl-N,N'-bis(3-methylphenyl)biphenyl-4,4'-diamine C1(=CC=CC=C1)N(C1=CC=C(C=C1)C1=CC=C(C=C1)N(C1=CC(=CC=C1)C)C1=CC=CC=C1)C1=CC(=CC=C1)C